N[C@H]1C[C@H](CO[C@@H]1C1=C(C=CC(=C1)F)F)N1CC2=C(N(N3C2=NC=CC3C3=CC=CC=C3)C3=CC=CC=C3)CC1 9-((3r,5s,6r)-5-amino-6-(2,5-difluorophenyl)tetrahydro-2H-pyran-3-yl)-4,6-diphenyl-7,8,9,10-tetrahydropyrido[4',3':3,4]pyrazolo[1,5-a]pyrimidine